N,N-dipropyl-3-aminophenol C(CC)N(C=1C=C(C=CC1)O)CCC